2-fluorobenzene hydrochloride Cl.FC1=CC=CC=C1